O1C=NC(=C1)COC1=C(C=C2C=C(NC2=C1)CNC(=O)N1CCCC1)OC(F)(F)F N-({6-[(1,3-oxazol-4-yl)methoxy]-5-trifluoromethoxy-2-indolyl}methyl)-1-pyrrolidinecarboxamide